COC1(CC2(C1)C[C@@H](N(CC2)C(=O)OC(C)(C)C)C2=CC=C(C=C2)C(=O)OC)OC |r| (RS)-tert-butyl 2,2-dimethoxy-6-(4-(methoxycarbonyl)phenyl)-7-azaspiro[3.5]nonane-7-carboxylate